NC[C@@H](CCC(=O)O)N1C(N(C=2C(=NC=CC21)N)C2=CC=C(C=C2)OC2=CC=CC=C2)=O (4R)-5-amino-4-[4-amino-2-oxo-3-(4-phenoxyphenyl)imidazo[4,5-c]pyridin-1-yl]pentanoic acid